C1(=CCCCC1)C=1C=C(C=NC1)C(=O)N1C2=C(OCC1)C=CC=C2 (5-(Cyclohex-1-en-1-yl)pyridin-3-yl)(2,3-dihydro-4H-benzo[b][1,4]oxazin-4-yl)methanone